5-(1-(tert-butoxycarbonyl)pyrrolidin-2-yl)-7-chloro-3,4-dihydroisoquinoline C(C)(C)(C)OC(=O)N1C(CCC1)C1=C2CCN=CC2=CC(=C1)Cl